3-Bromo-5-fluorobenzamide BrC=1C=C(C(=O)N)C=C(C1)F